ClC1=C(C(=CC=C1)C)C1=NOC(=C1CO[C@H]1[C@@H]2CN([C@H](C1)C2)C2=C(C=C(C=C2)CCC(=O)O)F)C2CC2 3-[4-[(1S,4S,5R)-5-[[3-(2-chloro-6-methylphenyl)-5-cyclopropyl-1,2-oxazol-4-yl]methoxy]-2-azabicyclo[2.2.1]heptan-2-yl]-3-fluorophenyl]propanoic acid